N'-(4-methylphenyl)-2,2-dimethyl-2H-chromene-6-carbohydrazide CC1=CC=C(C=C1)NNC(=O)C=1C=C2C=CC(OC2=CC1)(C)C